methyl-di-t-butyl-germanium tert-butyl-(2S,5S)-5-(((tert-butyldiphenylsilyl)oxy)methyl)-2-((2-(7-methylbenzo[d]isoxazol-3-yl)propan-2-yl)carbamoyl)morpholine-4-carboxylate C(C)(C)(C)OC(=O)N1C[C@H](OC[C@H]1CO[Si](C1=CC=CC=C1)(C1=CC=CC=C1)C(C)(C)C)C(NC(C)(C)C1=NOC2=C1C=CC=C2C)=O.C[Ge](C(C)(C)C)C(C)(C)C